[Cl-].[Cl-].C1(C=CC2=CC=CC=C12)[Zr+2](C1C=CC2=CC=CC=C12)C1C=CC2=CC=CC=C12 (indenyl)bis(indenyl)zirconium dichloride